C(C)N1C=C(C(C2=CC(=C(C=C12)N1CCN(CC1)C1=CC=CC2=CC=CC=C12)F)=O)C(=O)O 1-ethyl-6-fluoro-7-(4-(naphthalen-1-yl)piperazin-1-yl)-4-oxo-1,4-dihydroquinoline-3-carboxylic acid